(tert-butoxycarbonyl)-4-(4-methylbenzylidene)pyrrolidine-2-carboxylic acid C(C)(C)(C)OC(=O)N1C(CC(C1)=CC1=CC=C(C=C1)C)C(=O)O